NC1=CC2=C(N(N=N2)C2OCCCC2)C=C1 5-amino-1-(tetrahydro-2H-pyran-2-yl)-1H-benzo[d][1,2,3]triazol